3,5-Diphenyl-4-methylaniline C1(=CC=CC=C1)C=1C=C(N)C=C(C1C)C1=CC=CC=C1